N1C=NC2=C1C=CC(=C2)N2C(C1=CC=CC=C1[C@H]2C2=CC=C(C=C2)OCCC)=O (R)-2-(1H-benzo[d]imidazol-5-yl)-3-(4-propoxyphenyl)isoindolin-1-one